1-methyl-6-phenoxy-1H-indazol CN1N=CC2=CC=C(C=C12)OC1=CC=CC=C1